dimethoxy(dibutanoyloxy)silane CCC(C(=O)O[Si]OC(=O)C(CC)OC)OC